Ethyl 3-((S)-2-((tert-butoxycarbonyl)amino)propoxy)-2-hydroxypropanoate C(C)(C)(C)OC(=O)N[C@H](COCC(C(=O)OCC)O)C